2-((1-(2-(benzyloxy)-7-methyl-4-oxo-4H-pyrido[1,2-a]pyrimidin-9-yl)ethyl)amino)benzenesulfonamide C(C1=CC=CC=C1)OC=1N=C2N(C(C1)=O)C=C(C=C2C(C)NC2=C(C=CC=C2)S(=O)(=O)N)C